CN1N=C(C=C1C(=O)NCC1=CC=C(C=C1)NC(OCC1=CC=C(C=C1)Cl)=O)C 4-chlorobenzyl (4-((1,3-dimethyl-1H-pyrazole-5-carboxamido)meth-yl)phenyl)carbamate